CC1=C(C=O)C=CC(=C1)NC1=CC=C(C=C1)N1CCC(CC1)C(F)(F)F methyl-4-((4-(4-(trifluoromethyl)piperidin-1-yl)phenyl)amino)benzaldehyde